2-(((1-(3-((1-(4-fluorophenyl)-2-oxo-2-(6'-(trifluoromethoxy)spiro[cyclopropane-1,3'-indolin]-1'-yl)ethyl)amino)-5-methoxyphenyl)ethylidene)amino)oxy)-2-methylpropanoic acid FC1=CC=C(C=C1)C(C(N1CC2(C3=CC=C(C=C13)OC(F)(F)F)CC2)=O)NC=2C=C(C=C(C2)OC)C(C)=NOC(C(=O)O)(C)C